(S)-7-(tert-butoxycarbonyl)-2,7-diazaspiro[4.4]nonan C(C)(C)(C)OC(=O)N1C[C@@]2(CCNC2)CC1